5-(4-amino-7H-pyrrolo[2,3-d]pyrimidin-7-yl)-3-(2-(6-(difluoromethyl)-1,2,3,4-tetrahydroisoquinolin-8-yl)ethyl)cyclopent-3-ene-1,2-diol NC=1C2=C(N=CN1)N(C=C2)C2C=C(C(C2O)O)CCC=2C=C(C=C1CCNCC21)C(F)F